CN(C)CC=1C(=NNC1)C1=C(C=CC(=C1)C)C 4-((dimethylamino)methyl)-3-(2,5-dimethylphenyl)-1H-pyrazole